N-{1-[4-(trifluoromethyl)phenyl]indazol-4-yl}benzamide FC(C1=CC=C(C=C1)N1N=CC2=C(C=CC=C12)NC(C1=CC=CC=C1)=O)(F)F